FC1=CC=C(C=C1)C1=NN(C(C1)C1=CC=C(C=C1)F)C(=O)C1C(OC2=C(C1)C=CC(=C2)OCCC[Se]C#N)=O 3-(3,5-bis(4-fluorophenyl)-4,5-dihydro-1H-pyrazole-1-carbonyl)-7-(3-cyanoselenopropoxy)-dihydro-benzopyran-2-one